(6aR,10aR)-1-Hydroxy-6,6,9-trimethyl-3-pentyl-6a,7,8,10a-tetrahydro-6H-benzo[c]chromene OC1=C2[C@H]3[C@H](C(OC2=CC(=C1)CCCCC)(C)C)CCC(=C3)C